2,5-Di-tert-butyl-4-hydroxyanisol C(C)(C)(C)C1=C(C=C(C(=C1)O)C(C)(C)C)OC